COCCCN1C(C(NC2=CC=CC=C12)=O)=O 1-(3-methoxypropyl)quinoxaline-2,3(1h,4h)-dione